FC1=C(C(=CC=C1)F)\N=C\C1=C(SC=C1)NC(OC(C)(C)C)=O tert-butyl (e)-(3-(((2,6-difluorophenyl)imino)methyl)thiophen-2-yl)carbamate